isopropyl 2-((5-amino-4-((2-(dimethylamino) ethyl)(methyl)amino)-2-methoxyphenyl)amino)-4-(5'-methylspiro(cyclobutane-1,3'-pyrrolo[3,2-b]pyridin)-1'(2'H)-yl)pyrimidine-5-carboxylate NC=1C(=CC(=C(C1)NC1=NC=C(C(=N1)N1CC2(C3=NC(=CC=C31)C)CCC2)C(=O)OC(C)C)OC)N(C)CCN(C)C